(6-(3-(1H-pyrazol-1-yl)-7,8-dihydro-1,6-naphthyridin-6(5H)-yl)-5-methylpyridazin-3-yl)(3-fluoroazetidin-1-yl)methanone N1(N=CC=C1)C=1C=NC=2CCN(CC2C1)C1=C(C=C(N=N1)C(=O)N1CC(C1)F)C